COC(C(C)(C)N1N=C(C=2C1=NC=CC2)S(N(CC2=CC=C(C=C2)OC)CC2=CC=C(C=C2)OC)(=O)=O)=O 2-(3-(N,N-bis(4-methoxybenzyl)sulfamoyl)-1H-pyrazolo[3,4-b]Pyridin-1-yl)-2-methylpropanoic acid methyl ester